FC(C1=CC=CC=2N(C3=CC=CC=C3C12)CC1=CC=C(CP(OCC)(OCC)=O)C=C1)(F)F Diethyl (4-((4-(trifluoromethyl)-9H-carbazole-9-yl)methyl)benzyl)phosphonate